C1[C@H]([C@@H]([C@H](C1=O)CCC(=O)O)CCC(=O)CCCCC(=O)O)O The molecule is a prostanoid that is prostaglandin E2 in which the acyclic hydroxy group has been oxidised to the corresponding ketone, the methyl group has been oxidised to the corresponding carboxylic acid and the 6-carboxyhexenyl group has been oxidatively cleaved to a 2-carboxyethyl group. It is the major urinary metabolite of prostaglandin E2. It has a role as a metabolite. It is a prostanoid, a cyclic ketone, a diketone, a secondary alcohol and an oxo dicarboxylic acid.